2-amino-4-(1-((5-methoxy-7-methyl-1H-indol-4-yl)methyl)-4-(3,3,3-trifluoropropyl)piperazin-2-yl)benzoic acid NC1=C(C(=O)O)C=CC(=C1)C1N(CCN(C1)CCC(F)(F)F)CC1=C2C=CNC2=C(C=C1OC)C